2-(furan-2-yl)-4-methyl-tetrahydropyran-4-yl-acetate O1C(=CC=C1)C1OCCC(C1)(C)CC(=O)[O-]